C(=O)O.CS(=O)(=O)N1CCC(CC1)NC=1N=CC2=CC=NC(=C2C1)N1CCCC1 N-(1-(methylsulfonyl)piperidin-4-yl)-5-(pyrrolidin-1-yl)-2,6-naphthyridin-3-amine, formate salt